COC1=C(C)C(=CC=C1)OC 2,6-dimethoxytoluene